NP(O)=O Aminophosphinic acid